O=C(CN1C(=CC=C1)C=O)C1=CC=CC=C1 1-(2-oxo-2-phenyl-Ethyl)-1H-pyrrole-2-carbaldehyde